NC1=C(C(=C(OC=2C=CC(=C(C#N)C2)C)C(=C1)F)F)I 5-(4-amino-2,6-difluoro-3-iodo-phenoxy)-2-methyl-benzonitrile